2-({3-Chloro-2-[(4-chloro-2-methylphenyl)methoxy]-5,6,7,8-tetrahydro-1,7-naphthyridin-7-yl}methyl)-1-{[(2S)-oxetan-2-yl]methyl}-1H-1,3-benzodiazole-6-carboxylic acid ClC=1C(=NC=2CN(CCC2C1)CC1=NC2=C(N1C[C@H]1OCC1)C=C(C=C2)C(=O)O)OCC2=C(C=C(C=C2)Cl)C